NC1=NC=CC=C1C1=NC=2C(=NC(=CC2)C2=CC=CC=C2)N1C1=CC=C(CNC(=O)C2=CC=C(C=C2)N2N=C(C=C2C)C(=O)N)C=C1 1-(4-((4-(2-(2-aminopyridin-3-yl)-5-phenyl-3H-imidazo[4,5-b]pyridin-3-yl)benzyl)carbamoyl)phenyl)-5-methyl-1H-pyrazole-3-carboxamide